N[C@@H](C(=O)NC=1N=NC(=C(C1)C(C)C)C1=C(C=C(C=C1)C#C)O)C (R)-2-amino-N-(6-(4-ethynyl-2-hydroxyphenyl)-5-isopropylpyridazin-3-yl)propanamide